(3R,4R)-4-(2-chloro-6-fluorophenyl)-1-(2,2,2-trifluoroethyl)pyrrolidine-3-carboxylic acid ClC1=C(C(=CC=C1)F)[C@H]1[C@H](CN(C1)CC(F)(F)F)C(=O)O